C(C)OC(=O)C=1C(=C(N2CCCC12)C(C(N[C@H](C(F)(F)F)C)=O)=O)Cl (S)-6-chloro-5-(2-oxo-2-((1,1,1-trifluoropropan-2-yl)amino)acetyl)-2,3-dihydro-1H-pyrrolizine-7-carboxylic acid ethyl ester